N-[(1R,3S)-3-{[6-chloro-2-(trifluoromethyl)quinolin-4-yl]amino}cyclohexyl]-1-(1,1-dioxo-1λ6-thiolan-3-yl)-1H-pyrazole-4-carboxamide ClC=1C=C2C(=CC(=NC2=CC1)C(F)(F)F)N[C@@H]1C[C@@H](CCC1)NC(=O)C=1C=NN(C1)C1CS(CC1)(=O)=O